tert-butyl N-{2-[methyl(oxetan-3-yl)amino]ethyl}carbamate CN(CCNC(OC(C)(C)C)=O)C1COC1